C(CCCCC=C)N1CCOCC1 N-(6-heptenyl)morpholine